[Ru](Cl)Cl.C(=O)(O)C=1C(=NC=CC1)C(=O)O (dicarboxylpyridine) ruthenium dichloride